OC1=CC=C(C=C1)C(=C(CC)C1=CC=C(C=C1)O)C1=CC=C(C=C1)N1CCN(CC1)CC1=CC(=C(C=C1)C1C(NC(CC1)=O)=O)F 3-(4-((4-(4-(1,2-di(4-hydroxyphenyl)but-1-en-1-yl)phenyl)piperazin-1-yl)methyl)-2-fluorophenyl)piperidine-2,6-dione